N,N-dimethylacetamide dihydrochloride Cl.Cl.CN(C(C)=O)C